BrC1=C(NC(=C1)C(=O)OC)C(=O)O 3-bromo-5-(methoxycarbonyl)-1H-pyrrole-2-carboxylic acid